benzyl 4-(6-(5-methyl-4H-1,2,4-triazol-3-yl)pyridin-3-yl)piperazine-1-carboxylate CC=1NC(=NN1)C1=CC=C(C=N1)N1CCN(CC1)C(=O)OCC1=CC=CC=C1